7-{2-[(tert-butyldimethylsilyl)oxy]ethoxy}-4-chloro-6-methoxyquinoline [Si](C)(C)(C(C)(C)C)OCCOC1=C(C=C2C(=CC=NC2=C1)Cl)OC